3,4,7,8-tetramethoxy-1,10-phenanthroline COC=1C=NC2=C3N=CC(=C(C3=CC=C2C1OC)OC)OC